1-(6,7-dihydro-5H-benzo[6,7]cyclohepta[1,2-c]pyridazin-3-yl)-N3-(4-(methylpiperidin-4-yl)phenyl)-1H-1,2,4-triazole-3,5-diamine N1=NC(=CC2=C1C1=C(CCC2)C=CC=C1)N1N=C(N=C1N)NC1=CC=C(C=C1)C1CCN(CC1)C